ClC1=C2CC=3C=CC=C(C[C@@H]4N(C(COC(C=C1)=N2)=O)C[C@@H]([C@@H]4NS(=O)(=O)C)F)C3F N-[(15aS,16R,17S)-7-chloro-17,20-difluoro-1-oxo-1,2,15a,16,17,18-hexahydro-9H,15H-4,8-(azeno)-14,10-(metheno)pyrrolo[1,2-d][1,4]oxazacycloheptadecin-16-yl]methanesulfonamide